ClC1=C(C=C(CSC2=NC3=C(C=C(C=C3C(N2C)=O)C)C(C)NC2=C(C(=O)O)C=CC=C2)C=C1)OC(F)(F)F 2-((1-(2-((4-chloro-3-(trifluoromethoxy)benzyl)thio)-3,6-dimethyl-4-oxo-3,4-dihydroquinazolin-8-yl)ethyl)amino)benzoic acid